CN1C[C@@H]2[C@H](CC1)CCN2C=2OC=1C(=NC(=CC1)C1=C(C=C(C=C1C)C(F)(F)F)O)N2 2-[(3aR,7aS)-6-Methyl-3,3a,4,5,7,7a-hexahydro-2H-pyrrolo[2,3-c]pyridin-1-yloxazolo[4,5-b]pyridin-5-yl]-3-methyl-5-(trifluoromethyl)phenol